C(=O)C1(C(N2C(CC2S1(=O)=O)=O)C(=O)OC(C1=CC=CC=C1)C1=CC=CC=C1)C benzhydryl 3-formyl-3-methyl-7-oxo-4-thia-1-azabicyclo[3.2.0]heptane-2-carboxylate 4,4-dioxide